2-Phenyl-4-(3-carbomethoxypropionyl)-1,3-oxazolin-5-on C1(=CC=CC=C1)C=1OC(C(N1)C(CCC(=O)OC)=O)=O